[Pd+2].C methane Palladium (II)